C(C)(C)(C)OC(N[C@H]1CN(CCCC1)CC)=O.ClC=1C=CC(=NC1N1C=NC=C1)C(=O)NC1CCC(CC1)OC 5-chloro-6-(1H-imidazol-1-yl)-N-((1r,4r)-4-methoxycyclohexyl)picolinamide tert-butyl-N-[(3R)-1-ethylazepan-3-yl]carbamate